The molecule is a hydrate that is the hexahydrate form of sodium succinate. It is used as an ingredient of topical preparations for the treatment of cataract. It has a role as a nutraceutical. It contains a sodium succinate (anhydrous). C(CC(=O)[O-])C(=O)[O-].O.O.O.O.O.O.[Na+].[Na+]